N-phenylthiocarbamic acid (diethylphenyl) ester C(C)C=1C(=C(C=CC1)OC(NC1=CC=CC=C1)=S)CC